1-(2,3-dihydroxypropyl)-4-butylpiperidine OC(CN1CCC(CC1)CCCC)CO